Cl.ClC=1C=C2C=CN(C2=C(C1)C1=NC=NN2C1=CC(=C2)CN2C(C1C(C1C2=O)(C)C)=O)CC2(CNCCC2)F 3-((4-(5-chloro-1-((3-fluoropiperidin-3-yl)methyl)-1H-indol-7-yl)pyrrolo[2,1-f][1,2,4]triazin-6-yl)methyl)-6,6-dimethyl-3-azabicyclo[3.1.0]hexane-2,4-dione hydrochloride